valeryl-1,3,5-triaminobenzene C(CCCC)(=O)C1=C(C=C(C=C1N)N)N